ClC1=CC2=C(N=CN(C2=O)CC2(CCN(CC2)C(=O)C2(CC2)C)O)N1C1=CC=C(C=C1)C1N(CCOC1)C(=O)OC(C)(C)C tert-butyl 3-(4-(6-chloro-3-((4-hydroxy-1-(1-methylcyclopropane-1-carbonyl)piperidin-4-yl)methyl)-4-oxo-3,4-dihydro-7H-pyrrolo[2,3-d]pyrimidin-7-yl)phenyl)morpholine-4-carboxylate